(diphenyltriazinyl)(dimethylfluorenyl)biphenyl C1(=CC=CC=C1)C1=C(C(=NN=N1)C=1C(=C(C=CC1)C1=CC=CC=C1)C1=C(C(=CC=2C3=CC=CC=C3CC12)C)C)C1=CC=CC=C1